2-[6-(5-chloro-4-methyl-2-thienyl)-2-oxo-3H-imidazo[4,5-b]pyridin-1-yl]-N,N-dimethyl-acetamide ClC1=C(C=C(S1)C=1C=C2C(=NC1)NC(N2CC(=O)N(C)C)=O)C